C(C)OC(=O)C=1NC=CC1CNC(=O)OC(C)(C)C 3-(((tert-butyloxycarbonyl)amino)methyl)-1H-pyrrole-2-carboxylic acid ethyl ester